ethyl 4-(2-fluoro-4-(methoxy-d3)thieno[3,2-e]benzofuran-7-yl)-2-methyl-4-oxobutanoate FC=1OC2=C(C1)C1=C(C=C2OC([2H])([2H])[2H])SC(=C1)C(CC(C(=O)OCC)C)=O